3-[2,5-difluoro-4-(4-oxo-1-piperidyl)phenyl]piperidine-2,6-dione FC1=C(C=C(C(=C1)N1CCC(CC1)=O)F)C1C(NC(CC1)=O)=O